O=C(CCCCCCCC(=O)OCCCCC(CCCC)CCCC)CCCCCCCCCC(=O)OCCCCCCC 1-(5-butylnonyl) 19-heptyl 9-oxononadecanedioate